N-(5-amino-2-((2-(dimethylamino)ethyl)(ethyl)amino)phenyl)propanamide NC=1C=CC(=C(C1)NC(CC)=O)N(CC)CCN(C)C